2-(Trimethylsilyl)ethyl (trans-4-[(Z)-amino (hydroxyimino)methyl]cyclohexyl)carbamate N\C(\[C@@H]1CC[C@H](CC1)NC(OCC[Si](C)(C)C)=O)=N/O